C[C@@]12OO[C@]34[C@@H](CC1)[C@@H](CC[C@H]3[C@H]([C@H](O[C@@H]4O2)CN2C(CCCC2=O)=O)C)C 1-{[(3R,5aS,6R,8aS,9R,10S,12R,12aR)-3,6,9-trimethyldecahydro-12H-3,12-epoxypyrano[4,3-j][1,2]benzodioxepin-10-yl]methyl}piperidine-2,6-dione